C1(CCC(CC1)C(CO)C)=C p-Menth-1(7)-en-9-ol